P(OCCCCCCCCCCCCCCCCCCCCOC(C=C)=O)([O-])([O-])=S acryloyloxyeicosyl phosphorothioate